4-((2-(2-isopropylphenyl)-8-oxo-7,8-dihydro-9H-purin-9-yl)methyl)-N-(2-methoxyethyl)-N-methylbenzamide C(C)(C)C1=C(C=CC=C1)C1=NC=C2NC(N(C2=N1)CC1=CC=C(C(=O)N(C)CCOC)C=C1)=O